FC1=C(C=C(C=C1)CC1=NNC(C2=CC=CC=C12)=O)C1=CC2=C(NC(=N2)NC(=O)NCC(F)(F)F)C=C1 1-(5-(2-fluoro-5-((4-oxo-3,4-dihydrophthalazin-1-yl)methyl)phenyl)-1H-benzimidazol-2-yl)-3-(2,2,2-trifluoroethyl)urea